N-(3-aminopiperidin-1-yl)-1-methyl-1H-pyrazole-4-carboxamide hydrochloride Cl.NC1CN(CCC1)NC(=O)C=1C=NN(C1)C